N-[3-(6-chloro-1,3-benzothiazol-2-yl)-1-bicyclo[1.1.1]pentanyl]-2-(methylsulfonylmethyl)triazole-4-carboxamide ClC1=CC2=C(N=C(S2)C23CC(C2)(C3)NC(=O)C3=NN(N=C3)CS(=O)(=O)C)C=C1